3-chloro-N-(2,4-dimethoxybenzyl)-2,6-difluoro-N-(6-fluoropyridin-2-yl)-4-((3aS,6aR)-3a-methoxy-5-methylhexahydropyrrolo[3,4-c]pyrrol-2(1H)-yl)benzenesulfonamide ClC=1C(=C(C(=CC1N1C[C@H]2CN(C[C@@]2(C1)OC)C)F)S(=O)(=O)N(C1=NC(=CC=C1)F)CC1=C(C=C(C=C1)OC)OC)F